N-(4-(8-ethyl-2-(((3S,5S)-5-(fluoro-methyl)piperidin-3-yl)amino)pyrido[3,2-d]pyrimidin-6-yl)-2-fluoro-phenyl)-1-(4-fluorophenyl)methanesulfonamide C(C)C1=CC(=NC2=C1N=C(N=C2)N[C@@H]2CNC[C@H](C2)CF)C2=CC(=C(C=C2)NS(=O)(=O)CC2=CC=C(C=C2)F)F